CN1C(C(=CC(=C1)C1=C(C=CC(=C1)S(=O)(=O)C)NC1COCC1)C)=O 1,3-dimethyl-5-[5-methylsulfonyl-2-(oxolan-3-ylamino)phenyl]pyridine-2-one